3-[1-(5-Chlorothiophen-2-ylmethyl)-2,3-dihydro-1H-indol-5-yl]-1-methyl-1-propylurea ClC1=CC=C(S1)CN1CCC2=CC(=CC=C12)NC(N(CCC)C)=O